methyl (S)-2-((tert-butoxycarbonyl)amino)-3-((S)-3-oxo-3,4-dihydro-2H-pyrido[4,3-b][1,4]oxazin-2-yl)propanoate C(C)(C)(C)OC(=O)N[C@H](C(=O)OC)C[C@H]1C(NC2=C(O1)C=CN=C2)=O